O-methylaspartic acid COC([C@@H](N)CC(=O)O)=O